NC=1C(=NN(C1)CCO[Si](C)(C)C(C)(C)C)C(=O)N 4-amino-1-(2-((tertbutyldimethylsilyl)oxy)ethyl)-1H-pyrazole-3-carboxamide